Cl.C1(CC1)CN[C@H]1[C@@H](C1)C1=CC(=NN1C)C(=O)NC1CCC(CC1)(F)F 5-(trans-2-((cyclopropylmethyl)amino)cyclopropyl)-N-(4,4-difluorocyclohexyl)-1-methyl-1H-pyrazole-3-carboxamide Hydrochloride